(1-(1H-indol-3-yl)hexane-2-yl)-7-(pyridazin-3-yl)-5,6,7,8-tetrahydroimidazo[1,2-a]pyrazine-2-carboxamide N1C=C(C2=CC=CC=C12)CC(CCCC)C1=C(N=C2N1CCN(C2)C=2N=NC=CC2)C(=O)N